C(#N)C1=NC=NC=C1 4-Cyano-pyrimidin